2-(3-((1S,2R)-2-(4-methyl-4H-1,2,4-triazol-3-yl)cyclopropyl)phenyl)-3-oxo-7-(trifluoromethyl)isoindoline-5-carbaldehyde CN1C(=NN=C1)[C@H]1[C@H](C1)C=1C=C(C=CC1)N1CC2=C(C=C(C=C2C1=O)C=O)C(F)(F)F